(R)-4-chloro-3-(7-chloro-3-cyclohexyl-2-methyl-1,1-dioxido-5-phenyl-2,3,4,5-tetrahydrobenzo[f][1,2,5]thiadiazepin-8-yl)benzoic acid ClC1=C(C=C(C(=O)O)C=C1)C1=CC2=C(N(C[C@H](N(S2(=O)=O)C)C2CCCCC2)C2=CC=CC=C2)C=C1Cl